(3R,4S)-1-((2,4-dichlorophenyl)sulfonyl)-4-((3,4-dichlorophenyl)sulfonyl)-3-(hydroxymethyl)pyrrolidin-3-ol ClC1=C(C=CC(=C1)Cl)S(=O)(=O)N1C[C@@]([C@H](C1)S(=O)(=O)C1=CC(=C(C=C1)Cl)Cl)(O)CO